C1(=CC=CC=C1)OC(=O)C1C2=CC=CC=C2N(C=2C=CC=CC12)C Phenyl-10-methylacridan-9-carboxylat